N4-(5-methoxy-4-(3-(pyrrolidin-1-yl)propoxy)pyridin-2-yl)-N2,6-dimethylpyrimidine-2,4-diamine COC=1C(=CC(=NC1)NC1=NC(=NC(=C1)C)NC)OCCCN1CCCC1